COC(C1=CC(=C(C=C1)C(F)(F)F)NC[C@@H]1C([C@@H](C1)NC(C)=O)(C)C)=O 3-({[(1S,3R)-3-acetamido-2,2-dimethylcyclobutyl]methyl}amino)-4-(trifluoromethyl)benzoic acid methyl ester